3-(3-(4-chloro-3-(trifluoromethyl)phenyl)ureido)-2,3,4,9-tetrahydro-1H-carbazole-7-carboxylic acid methyl ester COC(=O)C1=CC=C2C=3CC(CCC3NC2=C1)NC(=O)NC1=CC(=C(C=C1)Cl)C(F)(F)F